C(CCCCCCC)C1=CC=C(C=C1)C1=C(SC=C1)C=1SC=CC1 3-(4-octylphenyl)-2,2-bithiophene